(4-(1H-1,2,3-triazol-1-yl)piperidin-1-yl)(3-((3,5-dichloropyridin-2-yl)methoxy)-5-(piperidine-1-carbonyl)isoquinolin-7-yl)methanone N1(N=NC=C1)C1CCN(CC1)C(=O)C1=CC(=C2C=C(N=CC2=C1)OCC1=NC=C(C=C1Cl)Cl)C(=O)N1CCCCC1